2-(2-fluorobenzyl)-6-(furan-3-yl)isoquinolin-1(2H)-one FC1=C(CN2C(C3=CC=C(C=C3C=C2)C2=COC=C2)=O)C=CC=C1